4-(2-(4-aminopiperidin-1-yl)-6-(2,6-bis(trifluoromethyl)phenyl)quinazolin-4-yl)-2-fluorobenzonitrile NC1CCN(CC1)C1=NC2=CC=C(C=C2C(=N1)C1=CC(=C(C#N)C=C1)F)C1=C(C=CC=C1C(F)(F)F)C(F)(F)F